ONC12C(=NNC1=O)COCC2 3a-(hydroxyamino)-2H,3aH,4H,5H,7H-pyrano[3,4-c]pyrazol-3-one